9,9-bis(6-(2-hydroxyethoxy)phenyl)-2,7-dibromofluorene OCCOC1=CC=CC=C1C1(C2=CC(=CC=C2C=2C=CC(=CC12)Br)Br)C1=CC=CC=C1OCCO